N-stearidonoyl-proline C(CCCC\C=C/C\C=C/C\C=C/C\C=C/CC)(=O)N1[C@@H](CCC1)C(=O)O